N=1C=NN2C1CC(CC2)N 5H,6H,7H,8H-[1,2,4]triazolo[1,5-a]pyridin-7-amine